O=C1N(C(=NC2=CC=CC=C12)NC(C(=O)N)CC1=CC=CC=C1)C1=CC=CC=C1 2-((4-Oxo-3-phenyl-3,4-dihydro-quinazolin-2-yl)amino)-3-phenylpropionamide